fluoro-5'-methoxy-2-((S)-1-methoxy-2,2-dimethylpropyl)-[1,1'-biphenyl] FC=1C(=C(C=CC1)C1=CC=CC(=C1)OC)[C@H](C(C)(C)C)OC